ClC=1C=C(NC2(CCC3([C@H](CC4=CC(=CC=C34)F)C[C@H](COC3=CC=NC=4CCC[C@H](C34)C)C)CC2)C(=O)O)C=CC1 (1R,2's,4s)-4-(3-chloroanilino)-5'-fluoro-2'-[(2R)-2-methyl-3-{[(5R)-5-methyl-5,6,7,8-tetrahydroquinolin-4-yl]oxy}propyl]-2',3'-dihydrospiro[cyclohexane-1,1'-indene]-4-carboxylic acid